N[C@H]1CN(CCC1)[C@@H]1[C@H](C2=CC(=CC(=C2C1)Cl)Cl)OC1=CC(=CC=C1)OC 4-[[(1S,2S)-2-[(3R)-3-aminopiperidin-1-yl]4,6-dichloro-2,3-dihydro-1H-inden-1-yl]oxy]-2-methoxybenzene